FC1=CC(=C(C(=O)O)C=C1F)NC1=C(C=C(C=C1)F)C 4,5-difluoro-2-((4-fluoro-2-methylphenyl)-amino)benzoic acid